N1N=CCC1C(=O)O 4,5-dihydro-1H-pyrazole-5-carboxylic acid